(S)-1-amino-8-(2-chloro-5-fluorophenyl)-N-methyl-6-oxo-5,6,7,8-tetrahydroimidazo[1,5-a]pyrazine-3-carboxamide NC=1N=C(N2C1[C@@H](NC(C2)=O)C2=C(C=CC(=C2)F)Cl)C(=O)NC